ClC=1C(=NC(=NC1)NC1=C(C=C(C(=O)NC2=CC=C(C=C2)O)C=C1)OC)C=1C=NN(C1)C(C)C 4-((5-chloro-4-(1-isopropyl-1H-pyrazol-4-yl)pyrimidin-2-yl)amino)-N-(4-hydroxyphenyl)-3-methoxybenzamide